N4-cyclohexyl-N2-(3-(trifluoromethyl)phenyl)quinazoline-2,4-diamine C1(CCCCC1)NC1=NC(=NC2=CC=CC=C12)NC1=CC(=CC=C1)C(F)(F)F